S(=O)(=O)(O)O.S1C=CCC1 thiolene sulfate